BrC=1C(C(=C(C(C1C)=O)Br)C(C)C)=O 2,5-dibromo-6-isopropyl-3-methyl-1,4-benzoquinone